CC1=NC(=NO1)C1=CC=C2C=CN=C(C2=C1)NCCN1CC2=C(CC1)C=C(S2)C(=O)OCC ethyl 6-(2-((7-(5-methyl-1,2,4-oxadiazol-3-yl) isoquinolin-1-yl) amino) ethyl)-4,5,6,7-tetrahydrothieno[2,3-c]pyridine-2-carboxylate